FC(C(=O)O)(F)F.CC1(CNC1)C=1OC=NN1 2-(3-methylazetidin-3-yl)-1,3,4-oxadiazole trifluoroacetate salt